[Si](C)(C)(C(C)(C)C)OC(C)[C@@H]1N(CCN(C1)C(=O)OCC1=CC=CC=C1)C(=O)OC(C)(C)C 4-Benzyl 1-tert-butyl (2R)-2-{1-[(tert-butyldimethylsilyl)oxy]ethyl}piperazine-1,4-dicarboxylate